N',N4-bis(4-(4-carbamimidoylpiperazin-1-yl)phenyl)-2-chloroterephthalamide C(N)(=N)N1CCN(CC1)C1=CC=C(C=C1)N(C(C1=CC(=C(C(=O)N)C=C1)Cl)=O)C1=CC=C(C=C1)N1CCN(CC1)C(N)=N